2-(4-(1H-imidazol-1-yl)phenyl)-5-methyl-4-((4-phenylpiperidin-1-yl)methyl)oxazole N1(C=NC=C1)C1=CC=C(C=C1)C=1OC(=C(N1)CN1CCC(CC1)C1=CC=CC=C1)C